Cl.C(=O)(OC(C)(C)C)NCCOCCNC N-BOC-2-(2-methylamino-ethoxy)-ethylamine hydrochloride